FC1(CCC2=C1N=C(N=C2N2C[C@H]1C([C@@H](C2)C1)CC(=O)N1CCNCC1)N1[C@H](CC1)C)F 2-((1R,5S,6S)-3-(7,7-difluoro-2-((S)-2-methylazetidine-1-yl)-6,7-dihydro-5H-cyclopenta[d]pyrimidin-4-yl)-3-azabicyclo[3.1.1]heptan-6-yl)-1-(piperazine-1-yl)ethan-1-one